CC1(OC2=C(C1)C=C(C(=C2)N2CCOCC2)NC(=O)C2=NC=C(N=C2)C)C N-(2,2-dimethyl-6-morpholino-3H-benzofuran-5-yl)-5-methylpyrazine-2-carboxamide